O1C(OCC1)C1CCN(CC1)C1=CC=C(N)C=C1 4-(4-(1,3-dioxolan-2-yl)piperidin-1-yl)aniline